ClC=1C=NC(=NC1)N1CCC(CC1)CCCCOC1=CC(=C(C=C1)CC(=O)N1CC(C1)CO)F 2-(4-(4-(1-(5-chloropyrimidin-2-yl)piperidin-4-yl)butoxy)-2-fluorophenyl)-1-(3-(hydroxymethyl)azetidin-1-yl)ethan-1-one